2-propenoic acid, 2-(1,1-dimethylethyl)-6-[1-[3-(1,1-dimethylethyl)-5-(1,1-dimethylpropyl)-2-hydroxyphenyl]ethyl]-4-(1,1-dimethylpropyl)phenyl ester C(C=C)(=O)OC1=C(C=C(C=C1C(C)C1=C(C(=CC(=C1)C(CC)(C)C)C(C)(C)C)O)C(CC)(C)C)C(C)(C)C